OC1CCC(CC1)NC(=O)C1=CC(=C(N1)C(=O)NC)OC(C)C1=CN=NC=C1 N5-(4-hydroxycyclohexyl)-N2-methyl-3-(1-(pyridazin-4-yl)ethoxy)-1H-pyrrole-2,5-dicarboxamide